bis-[4-(phenylsulfonyloxy)phenyl]urea C1(=CC=CC=C1)S(=O)(=O)OC1=CC=C(C=C1)NC(NC1=CC=C(C=C1)OS(=O)(=O)C1=CC=CC=C1)=O